[4-(4-Chlorophenyl)-5-(4-pyridyl)imidazol-1-yl]acetic acid ClC1=CC=C(C=C1)C=1N=CN(C1C1=CC=NC=C1)CC(=O)O